2',5'-difluoro-4'-(pyridin-2-yl)-[1,1'-biphenyl] FC1=C(C=C(C(=C1)C1=NC=CC=C1)F)C1=CC=CC=C1